(2-(4-bromophenyl)-4-(4-fluorophenyl)oxazol-5-yl)methanol di(2-ethylhexyl)hydrogenphosphite C(C)C(CP(O)([O-])(CC(CCCC)CC)OCC1=C(N=C(O1)C1=CC=C(C=C1)Br)C1=CC=C(C=C1)F)CCCC